6-chloro-N-ethoxy-4-((2-methoxy-3-(pyrimidin-2-yl)phenyl)amino)nicotinamide ClC1=NC=C(C(=O)NOCC)C(=C1)NC1=C(C(=CC=C1)C1=NC=CC=N1)OC